1-(tert-butyl)-5-fluoro-N-(2-fluoro-4-methyl-5-(2-methyl-5-morpholinyl-[1,2,4]triazolo[1,5-a]pyridin-7-yl)phenyl)-1H-pyrazole-4-carboxamide C(C)(C)(C)N1N=CC(=C1F)C(=O)NC1=C(C=C(C(=C1)C1=CC=2N(C(=C1)N1CCOCC1)N=C(N2)C)C)F